3-(3-ethyl-4-oxo-spiro[6,8-dihydro-5H-pyrazolo[4,3-c]azepine-7,4'-tetrahydropyran]-1-yl)propyl 3-methyltriazole-4-carboxylate CN1N=NC=C1C(=O)OCCCN1N=C(C=2C(NCC3(CCOCC3)CC21)=O)CC